C(C)(C)(C)OC(=O)N(C1=CC(=NC(=C1)C)NC1=C(C(=C2C(=N1)CCO2)C=2CC[C@@H](N(CC2)C(=O)OC(C)(C)C)C)C)C |r| tert-butyl rac-(2S)-5-[5-[[4-[tert-butoxycarbonyl(methyl)amino]-6-methyl-2-pyridyl] amino]-6-methyl-2,3-dihydrofuro[3,2-b]pyridin-7-yl]-2-methyl-2,3,4,7-tetrahydroazepine-1-carboxylate